CC1=CC(=NN1)NC=1C2=C(N=C(N1)N1CCC3(C(NCC(N3)=O)=O)CC1)C=CS2 9-(4-((5-methyl-1H-pyrazol-3-yl)amino)thieno[3,2-d]pyrimidin-2-yl)-1,4,9-triazaspiro[5.5]undecane-2,5-dione